ethyl 2-[[5-ethynyl-3-(methoxymethoxy)-4-methyl-pyridine-2-carbonyl]amino]acetate C(#C)C=1C(=C(C(=NC1)C(=O)NCC(=O)OCC)OCOC)C